methyl 4-cyano-3-[2-fluoro-4-[3-(2-oxooxazolidin-3-yl)propoxy]phenoxy]benzoate C(#N)C1=C(C=C(C(=O)OC)C=C1)OC1=C(C=C(C=C1)OCCCN1C(OCC1)=O)F